5-methyl-6-thioxo-1,3,5-thiadiazinane-3-yl-acetic acid CN1CN(CSC1=S)CC(=O)O